O.P(=O)([O-])([O-])[O-].[K+].[K+].[K+] potassium phosphate monohydrate